lauroyl-rac-glycerol C(CCCCCCCCCCC)(=O)C(O)C(O)CO